2,3-dimethyl-5-(trifluoromethyl)-6-[1-(3,3,3-trifluoropropyl)-1H-pyrazol-4-yl]-3H,7H-[1,2,4]-triazolo[1,5-a]pyrimidin-7-one CC1=NN2C(=NC(=C(C2=O)C=2C=NN(C2)CCC(F)(F)F)C(F)(F)F)N1C